phenyl(4-tolyl)methanone C1(=CC=CC=C1)C(=O)C1=CC=C(C=C1)C